7-cyclohexylimidazo[1,2-a]pyrimidin C1(CCCCC1)C1=NC=2N(C=C1)C=CN2